ClC=1NC=2N(C(C1)=O)N=C(C2C(=O)N2CC(C2)CF)C2=NC=CN=C2C 5-chloro-3-(3-(fluoromethyl)azetidine-1-carbonyl)-2-(3-methylpyrazin-2-yl)pyrazolo[1,5-a]pyrimidin-7(4H)-one